(4-((2R,3R)-4-acryloyl-3-methyl-1-(methylsulfonyl)piperazin-2-yl)-6-chloropyridin-2-yl)-N-methylpyrimidine-4-carboxamide C(C=C)(=O)N1[C@@H]([C@H](N(CC1)S(=O)(=O)C)C1=CC(=NC(=C1)Cl)C1=NC=CC(=N1)C(=O)NC)C